OC1=C(C(=O)NC=2SC(=CN2)[N+](=O)[O-])C=CC(=C1)C(=O)NCCC 2-hydroxy-N1-(5-nitrothiazol-2-yl)-N4-propylterephthalamide